FC1(OC2=C(O1)C=C1CC[C@@](C1=C2)(C(=O)N[C@@H]2C[C@@H](OC1=C2C=CC(=C1)OC)[C@@H]1CC[C@H](CC1)C(=O)O)C)F trans-4-[(2R,4R)-4-{[(5S)-2,2-difluoro-5-methyl-6,7-dihydro-2H,5H-indeno[5,6-d][1,3]dioxol-5-carbonyl]amino}-7-methoxy-3,4-dihydro-2H-1-benzopyran-2-yl]cyclohexane-1-carboxylic acid